BrC=1NN=NC1 4-bromo-3H-1,2,3-triazole